CC1=NC=CC2=C(C=CC=C12)C(C(=O)O)N1CC(C1)OCCCCCC1=NC=2NCCCC2C=C1 2-(1-methylisoquinolin-5-yl)-2-(3-((5-(5,6,7,8-tetrahydro-1,8-naphthyridin-2-yl)pentyl)oxy)azetidin-1-yl)acetic acid